3-[({3-[(tert-butyldimethylsilyl)oxy]cyclobutyl}methyl)sulfanyl]-6-(5-chloro-2-fluorophenyl)pyridazin-4-amine [Si](C)(C)(C(C)(C)C)OC1CC(C1)CSC=1N=NC(=CC1N)C1=C(C=CC(=C1)Cl)F